C1(CC1)C=1C(=NSC1C(=O)OCC)C=1C=2N(C=CC1)N=CC2 ETHYL 4-CYCLOPROPYL-3-(PYRAZOLO[1,5-A]PYRIDIN-4-YL)ISOTHIAZOLE-5-CARBOXYLATE